CS(=O)(=O)O.N[C@@H](CCC(=O)NCC)C(=O)O L-theanine methanesulfonate